FC1CN(CCC1OC=1C=C2C(=NC=NC2=CC1OC)NC1=C(C=C(C(=C1)C=1OC=CC1)F)OC)C(C=C)=O 1-(3-fluoro-4-((4-((4-fluoro-5-(furan-2-yl)-2-methoxyphenyl)amino)-7-methoxy-quinazolin-6-yl)oxy)piperidin-1-yl)prop-2-en-1-one